C(C)N1/C(/SC2=C1C=CC(=C2)C(=O)O)=N/CC(C(=O)OC)(C)C (Z)-3-ethyl-2-((3-methoxy-2,2-dimethyl-3-oxopropyl)imino)-2,3-dihydrobenzo[d]thiazole-6-carboxylic acid